3-(3-(2-methylphenyl)-5-methyl-4-thiazolinonyl)-N-(4-phenylbutyl)benzamide CC1=C(C=CC=C1)N1C(SC(=C1C=1C=C(C(=O)NCCCCC2=CC=CC=C2)C=CC1)C)=O